(2S)-2-[[2-(3-chloro-4-methylsulfonyl-anilino)-5-(3-ethyl-1,2,4-oxadiazol-5-yl)pyrimidin-4-yl]amino]-2-phenyl-ethanol ClC=1C=C(NC2=NC=C(C(=N2)N[C@H](CO)C2=CC=CC=C2)C2=NC(=NO2)CC)C=CC1S(=O)(=O)C